FC(C=1C=C(C=NC1)COC1CN(C1)C(=O)N1C[C@H](CC1)C(=O)N)(F)F (3S)-1-[3-[[5-(Trifluoromethyl)-3-pyridyl]methoxy]azetidine-1-carbonyl]pyrrolidine-3-carboxamide